di-tert-butyl 2,2'-((2-methoxy-4-(1,2,4,5-tetrazin-3-yl)benzyl)azanediyl)diacetate COC1=C(CN(CC(=O)OC(C)(C)C)CC(=O)OC(C)(C)C)C=CC(=C1)C=1N=NC=NN1